FC1(CCC(CC1)N1C(C(=CC=C1)NC(C1=C(C=C(C=C1)S(=O)(=O)CCO)N1CC[Si](CC1)(C)C)=O)=O)F N-(1-(4,4-difluorocyclohexyl)-2-oxo-1,2-dihydropyridin-3-yl)-2-(4,4-dimethyl-1,4-azasilinan-1-yl)-4-((2-hydroxyethyl)sulfonyl)benzamide